(5R)-3-[[6-[4-Chloro-3-(difluoromethoxy)phenyl]pyrazin-2-yl]methyl]-5-methyl-oxazolidin-2-one ClC1=C(C=C(C=C1)C1=CN=CC(=N1)CN1C(O[C@@H](C1)C)=O)OC(F)F